ClC1=C(CNC(=O)[C@]2(C=3C=CC=NC3[C@H](CC2)O)F)C=CC(=C1Cl)F (5S,8S)-N-(2,3-dichloro-4-fluoro-benzyl)-5-fluoro-8-hydroxy-5,6,7,8-tetrahydroquinoline-5-carboxamide